3,3'-((bicyclo[2.2.2]octane-1,4-diylbis(methylene))bis(oxy))dipropanenitrile C12(CCC(CC1)(CC2)COCCC#N)COCCC#N